FC(S(=O)(=O)[O-])(F)F.C(C)(C)(C)C1=CC=C(C=C1)[I+]C1=CC=C(C=C1)C(C)(C)C bis(4-t-butylphenyl)iodonium trifluoromethanesulfonate